CC1(OC([C@H]2[C@H](O1)CC(=CC2)C)(C)C)C (4aR,8aR)-2,2,4,4,7-pentamethyl-4a,5,8,8a-tetrahydro-4H-benzo[d][1,3]dioxine